COC1=CC=C(C=N1)C=1C(=C(C2=C(OC(O2)C)C1)C)C(=O)NCC=1C(NC(=CC1SC)C)=O (6-methoxypyridin-3-yl)-2,4-dimethyl-N-((6-methyl-4-(methylthio)-2-oxo-1,2-dihydropyridin-3-yl)methyl)benzo[d][1,3]dioxole-5-carboxamide